3-(4-methoxybenzyl)-4-methyl-5-vinyloxazolidin-2-one COC1=CC=C(CN2C(OC(C2C)C=C)=O)C=C1